2-(6-((2S)-2-methylmorpholin-3-yl)-7H-pyrrolo[2,3-c]pyridazin-3-yl)phenol C[C@H]1C(NCCO1)C1=CC2=C(N=NC(=C2)C2=C(C=CC=C2)O)N1